FC(C1=C(C=CC(=C1F)F)N[C@H](C)C1=C2C=C(N(C(C2=CC(=C1)C)=O)C)C=1C=NC(=NC1)C=1N(C(C=NC1)=O)C)F (R)-5-(1-((2-(difluoromethyl)-3,4-difluorophenyl)amino)ethyl)-2,7-dimethyl-3-(2-(1-methyl-6-oxo-1,6-dihydropyrazin-2-yl)pyrimidin-5-yl)isoquinolin-1(2H)-one